6-chloro-7-(2-fluorophenyl)pyrido[2,3-d]pyrimidine-2,4(1H,3H)-dione ClC1=CC2=C(NC(NC2=O)=O)N=C1C1=C(C=CC=C1)F